CC1=NC=CC(=C1[C@H]1N(CCC1)C)C (S)-2,4-dimethyl-3-(1-methylpyrrolidin-2-yl)pyridine